tert-butyl (1R,5S)-7-[2-[3-amino-6-[3-fluoro-2-(methoxymethoxy)phenyl]pyridazin-4-yl]-4-pyridyl]-3-oxa-9-azabicyclo[3.3.1]nonane-9-carboxylate NC=1N=NC(=CC1C1=NC=CC(=C1)C1C[C@H]2COC[C@@H](C1)N2C(=O)OC(C)(C)C)C2=C(C(=CC=C2)F)OCOC